C[C@H]1CC[C@@H](NC1)C=1C=CC2=C(N=C(S2)[C@@H](CN2CCCC2)C)C1 5-[(2R,5S)-5-methyl-2-piperidyl]-2-[(1R)-1-methyl-2-pyrrolidin-1-yl-ethyl]-1,3-benzothiazole